(3R,4S)-4-phenyl-N-[4-(pyridin-3-yl)phenyl]pyrrolidine-3-carboxamide dihydrochloride Cl.Cl.C1(=CC=CC=C1)[C@@H]1[C@H](CNC1)C(=O)NC1=CC=C(C=C1)C=1C=NC=CC1